C(C#C)N1CCCCCC1 1-(2-propynyl)-azacycloheptane